4-chloro-3',4',5'-triphenyl-1,1':2',1''-terphenyl ClC1=CC=C(C=C1)C=1C(=C(C(=C(C1)C1=CC=CC=C1)C1=CC=CC=C1)C1=CC=CC=C1)C1=CC=CC=C1